2',5-dichloro-N-(2-cyanopyridin-4-yl)-2,4'-difluoro-[1,1'-biphenyl]-4-carboxamide ClC1=C(C=CC(=C1)F)C1=C(C=C(C(=C1)Cl)C(=O)NC1=CC(=NC=C1)C#N)F